ClC1=NC(=CC=C1CC(C(=O)N)C)Cl 3-(2,6-dichloropyridin-3-yl)-2-methylpropanamide